C(C)(C)(C)OC(C1=NC(=CC=C1C=1C=NN(C1)C1CCOC2=CC=CC=C12)N1CC2=C(C=CC=C2CC1)C(NC=1SC2=C(N1)C=CC=C2)=O)=O 6-(8-(benzo[d]thiazol-2-ylcarbamoyl)-3,4-dihydroisoquinolin-2(1H)-yl)-3-(1-(chroman-4-yl)-1H-pyrazol-4-yl)picolinic acid tert-butyl ester